(S)-5-(3-hydroxybut-1-yn-4-yl)-2-methoxybenzoic acid O[C@H](C#C)CC=1C=CC(=C(C(=O)O)C1)OC